2-{[4-({2-[(4-chlorophenyl)methyl]pyrimidin-4-yl}oxy)phenyl]methyl}-3-{[(2S)-oxetan-2-yl]methyl}-3H-imidazo[4,5-b]pyridine-5-carboxylic acid ClC1=CC=C(C=C1)CC1=NC=CC(=N1)OC1=CC=C(C=C1)CC1=NC=2C(=NC(=CC2)C(=O)O)N1C[C@H]1OCC1